disodium methylarsenate CO[As]([O-])([O-])=O.[Na+].[Na+]